O=C(CC1=CC=C(OC2=NC=CC=C2C(=O)N)C=C1)NC=1SC=C(N1)C1=CC(=CC=C1)OC(F)(F)F 2-(4-(2-oxo-2-((4-(3-(trifluoromethoxy)phenyl)thiazol-2-yl)amino)ethyl)phenoxy)pyridine-3-carboxamide